N1=C(C=CC=C1)C1(N(CC1)C(=O)[O-])NC(=O)N1CCNCC1 pyridin-2-yl-piperazine-1-carboxamido-azetidine-1-carboxylate